CS(=O)(=O)C1=CC=C(OC[C@@H]2CN(C[C@H]2C)CCC=2C=C(C#N)C=CC2)C=C1 3-{2-[(3S,4S)-3-[(4-methanesulfonylphenoxy)methyl]-4-methylpyrrolidin-1-yl]ethyl}benzonitrile